(2S)-N-(3-chloro-4-fluoro-phenyl)-N-methyl-4-methylene-1-[6-methyl-4-(trifluoromethyl)-2-pyridyl]-5-oxo-pyrrolidine-2-carboxamide ClC=1C=C(C=CC1F)N(C(=O)[C@H]1N(C(C(C1)=C)=O)C1=NC(=CC(=C1)C(F)(F)F)C)C